methyl 2-[(4-fluoro-2-methoxy-phenyl)methyl]-3-oxo-cyclopentene-1-carboxylate FC1=CC(=C(C=C1)CC1=C(CCC1=O)C(=O)OC)OC